Cl.COC([C@H](C[C@H]1C(NCC1)=O)NC([C@H](CC(C)C)N)=O)=O (S)-2-((S)-2-amino-4-methylpentanoylamino)-3-((S)-2-oxopyrrolidin-3-yl)propionic acid methyl ester hydrochloride